5-chloro-2-fluoro-N-(4-(4-(((3S,4R)-3-fluoro-1-(methyl-d3)piperidin-4-yl)oxy)-3-methyl-1H-pyrazolo[3,4-d]pyrimidin-6-yl)phenyl)benzenesulfonamide ClC=1C=CC(=C(C1)S(=O)(=O)NC1=CC=C(C=C1)C1=NC(=C2C(=N1)NN=C2C)O[C@H]2[C@H](CN(CC2)C([2H])([2H])[2H])F)F